C(C1=CC=CC=C1)OC(=O)N[C@H](C(=O)OCC)[C@H]1CCCC2(CC2)C1 ethyl (2S)-2-(benzyloxycarbonylamino)-2-[(7S)-spiro[2.5]octan-7-yl]acetate